NC=1C2=C(N=CN1)N(C=C2C=2SC=CN2)[C@@H]2C[C@@H]([C@@H]1[C@H]2OC(O1)(C)C)C1CCN(CC1)C(=O)OC(C)(C)C tert-butyl 4-[(3aR,4R,6R,6aS)-6-[4-amino-5-(1,3-thiazol-2-yl)pyrrolo[2,3-d]pyrimidin-7-yl]-2,2-dimethyl-tetrahydro-3aH-cyclopenta[d][1,3]dioxol-4-yl]piperidine-1-carboxylate